rac-(3aR,5R,7S,7aR)-1,3,3,7-tetramethyl-5-(3-methyl-but-2-en-1-yl)octahydrobenzo[c]isoxazole CN1OC([C@H]2[C@H]1[C@H](C[C@H](C2)CC=C(C)C)C)(C)C |r|